NC1(CCN(CC1)C1=NC(=C2C(=N1)NN=C2C2=C(C(=CC=C2)Cl)Cl)C(=O)N)CC2=NC=CC=C2 6-(4-amino-4-(pyridin-2-ylmethyl)piperidin-1-yl)-3-(2,3-dichlorophenyl)-1H-pyrazolo[3,4-d]pyrimidine-4-carboxamide